(10S)-4-[2-(methoxymethoxy)phenyl]-12-(4-piperidyl)-1,5,6,8,12-pentazatricyclo[8.4.0.02,7]tetradeca-2,4,6-triene COCOC1=C(C=CC=C1)C=1C=C2N3CCN(C[C@@H]3CNC2=NN1)C1CCNCC1